(E)-4-hydroxy-2-(pyridine-2-yl)-N'-(3,4,5-trihydroxybenzylidene)pyrimidine-5-carbohydrazide OC1=NC(=NC=C1C(=O)N/N=C/C1=CC(=C(C(=C1)O)O)O)C1=NC=CC=C1